1,2,3-tributoxypropane C(CCC)OCC(COCCCC)OCCCC